6-(2-(3,6-diamino-5-(2-aminoethylcarbamoyl) pyrazine-2-carboxamido) ethylamino)-6-oxohexane-1,5-diyl dicarbamate C(N)(OCCCCC(C(=O)NCCNC(=O)C1=NC(=C(N=C1N)C(NCCN)=O)N)OC(N)=O)=O